tert-butyl 3,3-difluoro-4-(4-(2-fluoro-4-nitrophenyl)-3,6-dihydropyridin-1(2H)-yl)piperidine-1-carboxylate FC1(CN(CCC1N1CCC(=CC1)C1=C(C=C(C=C1)[N+](=O)[O-])F)C(=O)OC(C)(C)C)F